C(C)(C)(C)OC(=O)N1CC(N(CC1)C(NC=1SC(=C(N1)C1=CC(=CC=C1)C#N)C=1C=C2C(=NC=NC2=CC1)C)=O)CC1CC1.O1C=NC2=C1C=CC=C2 benzo[d]oxazole tert-butyl-4-[[4-(3-cyanophenyl)-5-(4-methylquinazolin-6-yl)thiazol-2-yl]carbamoyl]-3-(cyclopropylmethyl)piperazine-1-carboxylate